(5-fluoro-2,3-dihydro-1,4-benzodioxin-6-yl)boronic acid FC1=C(C=CC=2OCCOC21)B(O)O